FS(C(C(C)C(=O)N)CCCC)(F)(F)(F)F 3-(pentafluoro-λ6-sulfanyl)heptane-2-carboxamide